BrC=1C(=CC=2N(C1)N=CC2)C 6-bromo-5-methylpyrazolo[1,5-a]pyridine